CC1=NC(=CC(=N1)NC1=NN2C(C=C(C=C2)C2=C(OCC(C#N)(C)C)C=CC(=C2)OC(F)(F)F)=C1)C 3-[2-[2-[(2,6-dimethylpyrimidin-4-yl)amino]pyrazolo[1,5-a]pyridin-5-yl]-4-(trifluoromethoxy)phenoxy]-2,2-dimethyl-propanenitrile